6-(2-(4-phenoxyphenyl)acetyl)-2-(1-phenylcyclopropyl)-5,6,7,8-tetrahydropyrido[4,3-d]pyrimidin-4(3H)-one O(C1=CC=CC=C1)C1=CC=C(C=C1)CC(=O)N1CC2=C(N=C(NC2=O)C2(CC2)C2=CC=CC=C2)CC1